BrC1=CC2=C([N+](=C(N=[N+]2[O-])NCCC(OC2=CN(CC2)CC(F)(F)F)=O)[O-])C=C1 7-bromo-3-((3-oxo-3-((1-(2,2,2-trifluoroethyl)pyrrolin-3-yl)oxy)propyl)amino)benzo[e][1,2,4]triazine-1,4-dioxide